(3-(tert-butyl)phenyl)((1R,2R,4S)-4-phenyl-2-(pyridin-2-yl)bicyclo[2.1.1]hexan-1-yl)methanone C(C)(C)(C)C=1C=C(C=CC1)C(=O)C12[C@@H](CC(C1)(C2)C2=CC=CC=C2)C2=NC=CC=C2